COC(C[C@H]1C([C@@H]1CCO)(F)F)=O |r| racemic-((1R,3R)-2,2-difluoro-3-(2-hydroxyethyl)cyclopropyl)acetic acid methyl ester